3-(sec-butyl)-9-fluoro-2-oxo-1,2,3,5-tetrahydro-4H-benzo[1,4]diazepine-4-carboxamide C(C)(CC)C1C(NC2=C(CN1C(=O)N)C=CC=C2F)=O